(6S,7S)-7-((difluoromethyl)sulfonamido)-6-((2-fluoro-[1,1'-biphenyl]-3-yl)methyl)-N-((1-methoxycyclopropyl)methyl)-5-azaspiro[2.4]heptane-5-carboxamide FC(S(=O)(=O)N[C@@H]1[C@@H](N(CC12CC2)C(=O)NCC2(CC2)OC)CC=2C(=C(C=CC2)C2=CC=CC=C2)F)F